(R)-2-cyclohexyl-2-(4-(2-methylbenzamido)naphthalene-1-sulfonylamino)acetic acid methyl ester COC([C@H](NS(=O)(=O)C1=CC=C(C2=CC=CC=C12)NC(C1=C(C=CC=C1)C)=O)C1CCCCC1)=O